4-((3-(2-(diisopropylamino)ethyl)-1H-indol-4-yl)oxy)-4-oxobutyric acid C(C)(C)N(CCC1=CNC2=CC=CC(=C12)OC(CCC(=O)O)=O)C(C)C